ClC=1C=C(C=CC1Cl)C(C(=O)N)C 3,4-dichlorophenyl-propionamide